ClC1=C(C=C2C(C(=CN(C2=N1)C1=C(C=C(C=C1C)F)C)C(=O)O)=O)F 7-chloro-6-fluoro-1-(4-fluoro-2,6-dimethylphenyl)-4-oxo-1,4-dihydro-1,8-naphthyridine-3-carboxylic acid